FC=1C(=CC=2N(C1)C(=CN2)C2=CC=CC(=N2)N[C@H]2CNC[C@@H]2F)OC(C)C 6-(6-fluoro-7-isopropoxyimidazo[1,2-a]pyridin-3-yl)-N-((3S,4S)-4-fluoropyrrolidin-3-yl)pyridin-2-amine